FC=1C=C(C=C(C1)OCC(C)C)C1=CC=C(C(=N1)N1CC(CCC1)COC)C(=O)NS(=O)(=O)C1=CC=NN1 6-(3-Fluoro-5-isobutoxyphenyl)-2-[3-(methoxymethyl)-1-piperidyl]-N-(1H-pyrazol-5-ylsulfonyl)pyridin-3-carboxamid